CC1(CCC(O1)OCCO)C 2-[(tetrahydro-5,5-dimethyl-2-furanyl)oxy]ethanol